S1SSSSC1 pentathiane